O=C1NC(CCC1C1=C(C(=C(C=C1)N1CCN(CC1)CC1CCC(CC1)NC(OC(C)(C)C)=O)F)C)=O Tert-butyl N-[4-[[4-[4-(2,6-dioxo-3-piperidyl)-2-fluoro-3-methyl-phenyl]piperazin-1-yl]methyl]cyclohexyl]carbamate